N-[3-Hydroxy-4-[3-(4-methoxyphenyl)prop-2-enoyl]phenyl]acetamide OC=1C=C(C=CC1C(C=CC1=CC=C(C=C1)OC)=O)NC(C)=O